COC(C1=C(C=C(C(=C1)OCCCNC(CC1=CC(=CC=C1)Cl)=O)OC)[N+](=O)[O-])=O 5-(3-(2-(3-chlorophenyl)acetamido)propoxy)-4-methoxy-2-nitrobenzoic acid methyl ester